C(CCC)N(C1=NC(=NC(=N1)S)S)CCCC 2-dibutylamino-4,6-dimercapto-s-triazine